C1(CC1)C=1C=C(C=2N(C1)C=C(N2)CNC2=NC(=NC=C2)NC(=O)[C@@H]2[C@H](C2)C2=NC=CC(=N2)C)N2C(N(C(C2)=O)C)=O |r| rac-(1S*,2S*)-N-(4-(((6-cyclopropyl-8-(3-methyl-2,4-dioxoimidazolidin-1-yl)imidazo[1,2-a]pyridin-2-yl)methyl)amino)pyrimidin-2-yl)-2-(4-methylpyrimidin-2-yl)cyclopropane-1-carboxamide